BrC=1C=CC(=C(NC[C@H](C)OC)C1)[N+](=O)[O-] (S)-5-bromo-N-(2-methoxypropyl)-2-nitroaniline